(R)-3-(benzhydrylamino)-1-methylazetidin-2-one C(C1=CC=CC=C1)(C1=CC=CC=C1)N[C@H]1C(N(C1)C)=O